(6-(3,3,3-trifluoropropyl)-4,5,6,7-tetrahydro-1H-pyrazolo[3,4-c]pyridin-3-yl)methanone FC(CCN1CC2=C(CC1)C(=NN2)C=O)(F)F